NC=1C=C(C(=O)O)C=CC1C 3-amino-4-methyl-benzoic acid